OC1=CC=C2C=C(C=NC2=N1)N1CCN(CC1)C(=O)OC(C)(C)C tert-butyl 4-(7-hydroxy-1,8-naphthyridin-3-yl)piperazine-1-carboxylate